1-[2-[7-(1,3-dimethylindazol-6-yl)-5-[(4R,7S)-4,7-dimethyl-4,5,6,7-tetrahydropyrazolo[1,5-a]pyrazin-2-yl]-3-fluoro-thieno[2,3-c]pyridin-4-yl]-3,5-difluoro-phenyl]iminothietane 1-oxide CN1N=C(C2=CC=C(C=C12)C=1N=C(C(=C2C1SC=C2F)C2=C(C=C(C=C2F)F)N=S2(CCC2)=O)C2=NN1C([C@H](NC[C@@H]1C)C)=C2)C